C(C)OC(=O)C1=CC=C2C(=NC(=NC2=C1)Cl)N1CCCCC1 2-chloro-4-(piperidin-1-yl)quinazoline-7-carboxylic acid ethyl ester